2-(4-cyclopropyl-6-methoxy-pyrimidin-5-yl)-5-methyl-4-[[4-[1-methyl-4-(trifluoromethyl)imidazol-2-yl]phenyl]methylsulfonyl]pyrimidine C1(CC1)C1=NC=NC(=C1C1=NC=C(C(=N1)S(=O)(=O)CC1=CC=C(C=C1)C=1N(C=C(N1)C(F)(F)F)C)C)OC